C(CCC)OC1=CC=C(C=C1)CCC[C@@H](C(=O)OC)N1CCN(CCN(CCN(CC1)CC(OC(C)(C)C)=O)CC(OC(C)(C)C)=O)CC(=O)OC(C)(C)C Methyl (2S)-5-(4-butoxyphenyl)-2-[4,7,10-tris(2-tert-butoxy-2-oxoethyl)-1,4,7,10-tetraazacyclododecan-1-yl]pentanoate